ethyl 3-(pyridin-2-yl)-5,6,7,8-tetrahydroimidazo[1,2-a]pyridine-2-carboxylate N1=C(C=CC=C1)C1=C(N=C2N1CCCC2)C(=O)OCC